[Si](C)(C)(C(C)(C)C)OC[C@H]1CN(C[C@@H]1C1=C(C=CC(=C1)C(NC=1C=NC=C(C1)C(F)(F)F)=O)C)C(=O)OC(C)(C)C tert-butyl (3R,4S)-3-(((tert-butyldimethylsilyl)oxy)methyl)-4-(2-methyl-5-((5-(trifluoromethyl)pyridin-3-yl)carbamoyl)phenyl)pyrrolidine-1-carboxylate